(3R)-4-[2-tert-butoxy-6-[4-[(4-fluorophenyl)methylsulfonyl]-2-(trifluoromethyl)piperazin-1-yl]-4-pyridinyl]-3-methyl-morpholine C(C)(C)(C)OC1=NC(=CC(=C1)N1[C@@H](COCC1)C)N1C(CN(CC1)S(=O)(=O)CC1=CC=C(C=C1)F)C(F)(F)F